4-FLUORO-2-THIOPHENEBORONIC ACID FC=1C=C(SC1)B(O)O